ClC1=C(C(=CC=C1)F)N1N=C(N=N1)C1=CN=CS1 5-(2-(2-chloro-6-fluorophenyl)-2H-tetrazol-5-yl)thiazole